FC1=C(C=CC=C1)C(C1=CC=C(C#N)C=C1)O 4-((2-fluorophenyl)(hydroxy)methyl)benzonitrile